2'-[6-amino-5-(trifluoromethyl)pyridin-3-yl]-N-benzyl-5',6'-dihydrospiro[azetidine-3,4'-pyrrolo[1,2-b]pyrazole]-1-carboxamide NC1=C(C=C(C=N1)C=1C=C2N(N1)CCC21CN(C1)C(=O)NCC1=CC=CC=C1)C(F)(F)F